(methylsulfonyl)-3,4-dihydro-2H-1,4-benzoxazine CS(=O)(=O)C1OC2=C(NC1)C=CC=C2